C(C)(C)(C)OOC(C)(C)C di-t-butylperOxide